C(C)(C)(C)OC(CN1C(C2=CC(=CC=C2C1)B1OC(C(O1)(C)C)(C)C)=O)=O 2-[1-oxo-6-(4,4,5,5-tetramethyl-1,3,2-dioxaborolan-2-yl)-2,3-dihydro-1H-isoindol-2-yl]acetic acid tert-butyl ester